C(C)(C)(C)C1=NC(=NO1)C(=O)NCC1=C(C=C(C=C1)C1=NC=NN2C1=CC(=C2)N2C(COCC2)C)C 5-(tert-butyl)-N-(2-methyl-4-(6-(3-methylmorpholino)pyrrolo[2,1-f][1,2,4]triazin-4-yl)benzyl)-1,2,4-oxadiazole-3-carboxamide